FC1=CC=C(C=C1)C(=C)CC(=O)N (1-(4-fluorophenyl)vinyl)acetamide